5,7-Diiodo-2(3H)-benzofuranone IC=1C=C(C2=C(CC(O2)=O)C1)I